N-[(2,6-Dimethylimidazo[2,1-b]-1,3,4-thiadiazol-5-yl)methyl]-4-(trifluoromethyl)benzamide CC1=NN2C(S1)=NC(=C2CNC(C2=CC=C(C=C2)C(F)(F)F)=O)C